6-O-(6-deoxy-alpha-L-mannopyranosyl)-beta-D-glucopyranose [C@@H]1([C@H](O)[C@H](O)[C@@H](O)[C@@H](O1)C)OC[C@@H]1[C@H]([C@@H]([C@H]([C@H](O)O1)O)O)O